N-(4-iodo-5-methyl-2-(pyrrolidin-1-yl)phenyl)but-2-ynamide IC1=CC(=C(C=C1C)NC(C#CC)=O)N1CCCC1